1-(2-hydroxyphenyl)-butane-1,3-dione 3-oxime OC1=C(C=CC=C1)C(CC(C)=NO)=O